C(C)OC(C(C(C)C)CN1CCC1)=O (azetidin-1-ylmethyl)-3-methylbutanoic acid ethyl ester